2-{[(4-methoxyphenyl) methoxy] methyl}-2-methylpropan-1,3-diylbis(4-methylbenzene-1-sulfonate) COC1=CC=C(C=C1)COCC(CC1=C(C=CC(=C1)C)S(=O)(=O)[O-])(CC1=C(C=CC(=C1)C)S(=O)(=O)[O-])C